ClC1=C(C(=O)NC2=NC=C(C=C2F)F)C=C(C=C1)NC(=O)[C@@H]1C([C@H]1C1=CC(=C(C=C1)F)C(F)F)(Cl)Cl 2-Chloro-5-(trans-2,2-dichloro-3-(3-(difluoromethyl)-4-fluorophenyl)cyclopropane-1-carboxamido)-N-(3,5-difluoropyridin-2-yl)benzamide